pyrazolo[3,4,5-kl]acridine-2(6H)-propylamine N=1N(C=2C=CC=C3NC=4C=CC=CC4C1C23)CCCN